(R)-1-(((7-(7,8-difluoro-3-(methoxymethoxy)naphthalen-1-yl)-8-fluoro-4-(3-hydroxy-3-methylpiperidin-1-yl)pyrido[4,3-d]pyrimidin-2-yl)oxy)methyl)cyclopropane-1-carbaldehyde FC1=CC=C2C=C(C=C(C2=C1F)C1=C(C=2N=C(N=C(C2C=N1)N1C[C@](CCC1)(C)O)OCC1(CC1)C=O)F)OCOC